1-(5-(chroman-8-ylamino)-7-(methylamino)pyrazolo[1,5-a]pyrimidin-3-yl)-3-methylurea O1CCCC2=CC=CC(=C12)NC1=NC=2N(C(=C1)NC)N=CC2NC(=O)NC